ClC1=CC=C(C=C1C1=C(C(=CC=C1C#N)OC)F)C(CNC([O-])=O)C1=CC=CC=C1 (2-(6-chloro-6'-cyano-2'-fluoro-3'-methoxy-[1,1'-biphenyl]-3-yl)-2-phenylethyl)carbamate